1-(4-(3-(3,5-dimethylisoxazol-4-yl)-5-methylphenoxy)-3,5-dimethylphenyl)-3-((tetrahydrofuran-2-yl)methyl)urea CC1=NOC(=C1C=1C=C(OC2=C(C=C(C=C2C)NC(=O)NCC2OCCC2)C)C=C(C1)C)C